6-(3,4-dihydroxybenzylamino)-9-β-D-arabinofuranosylpurine OC=1C=C(CNC2=C3N=CN(C3=NC=N2)[C@H]2[C@@H](O)[C@H](O)[C@H](O2)CO)C=CC1O